3-[(p-acetamido) phenoxy]-1,2-propylene oxide C(C)(=O)NC1=CC=C(OCC2CO2)C=C1